ClC1=C(C(=CC=C1)Cl)NC(=O)C1=CC2=C(N1)C=C(S2)C N-(2,6-dichloro-phenyl)-2-methyl-4H-thieno[3,2-b]pyrrole-5-carboxamide